4'-(3-(2-methoxyethoxy)cyclopentane-1-carbonyl)-6-methyl-[1,1'-biphenyl]-3-carboxamide COCCOC1CC(CC1)C(=O)C1=CC=C(C=C1)C1=CC(=CC=C1C)C(=O)N